ClC1=C(C(=O)NC2=CC(=C(C=C2)Cl)C2=NC=CC=C2)C=CC(=C1)C(=O)NC1=CC=NO1 2-Chloro-N1-(4-Chloro-3-(Pyridin-2-Yl)Phenyl)-N4-(Isoxazol-5-Yl)Terephthalamide